ClC1=C(OCCCC(=O)O)C(=CC(=C1)C1=NC(=CC=C1)OCC1CC1)F 4-[2-chloro-4-(6-cyclopropylmethoxy-pyridin-2-yl)-6-fluoro-phenoxy]-butyric acid